1-(4-hydroxyphenyl)-5-phenyl-1,4-pentadien-3-one OC1=CC=C(C=C1)C=CC(C=CC1=CC=CC=C1)=O